dimethylsilylene(2-indenyl)(4-(3,5-di-tert-butyl-4-methoxyphenyl)-7-methoxy-1-indenyl)zirconium dichloride [Cl-].[Cl-].C[Si](=[Zr+2](C1C=CC2=C(C=CC(=C12)OC)C1=CC(=C(C(=C1)C(C)(C)C)OC)C(C)(C)C)C=1CC2=CC=CC=C2C1)C